NC1=CC(=CNC1=O)C(=O)OC methyl 5-amino-6-oxo-1,6-dihydropyridine-3-carboxylate